2-((4-(6-((4-(cyclopropanecarbonyl)-2-fluorobenzyl)oxy)-pyridin-2-yl)piperidin-1-yl)methyl)-1-((1-fluorocyclobutyl)methyl)-1H-benzo[d]imidazole-6-carboxylic acid C1(CC1)C(=O)C1=CC(=C(COC2=CC=CC(=N2)C2CCN(CC2)CC2=NC3=C(N2CC2(CCC2)F)C=C(C=C3)C(=O)O)C=C1)F